C(#N)CCN1C[C@@H]([C@@H](CC1)C)NC1=C2C(=NC=C1C(=O)OCC)NC=C2 ethyl 4-(((3r,4r)-1-(2-cyanoethyl)-4-methylpiperidin-3-yl) amino)-1H-pyrrolo[2,3-b]pyridine-5-carboxylate